N-(1-((1S,3S)-3-cyanocyclobutyl)-3-(6-(methylsulfanyl)-4-(trifluoromethyl)pyridin-2-yl)-1H-pyrrolo[2,3-c]pyridin-5-yl)acetamide C(#N)C1CC(C1)N1C=C(C=2C1=CN=C(C2)NC(C)=O)C2=NC(=CC(=C2)C(F)(F)F)SC